aminoazetidine-1-carboxylate NC1N(CC1)C(=O)[O-]